C(C1=CC=CC=C1)N1C(CN(CC1)CC(=O)N[C@@H](CC(=O)OCC1=CC=CC=C1)C(COC1=C(C(=CC(=C1F)F)F)F)=O)=O benzyl (S)-3-(2-(4-benzyl-3-oxopiperazin-1-yl)acetamido)-4-oxo-5-(2,3,5,6-tetrafluorophenoxy)pentanoate